5,6,7,8-tetrahydroquinoline-6-carboxamide N1=CC=CC=2CC(CCC12)C(=O)N